N-aminocarbonyl-phenylglycine NC(=O)NC(C1=CC=CC=C1)C(=O)O